5-heptyl-dihydrofuran-2(3H)-one C(CCCCCC)C1CCC(O1)=O